2-(1-methoxycyclobutyl)-6-methyl-quinoline COC1(CCC1)C1=NC2=CC=C(C=C2C=C1)C